tert-Butyl (3S)-3-[(1R)-2-[[2-ethoxy-4-(3-oxa-9-azabicyclo[3.3.1]nonane-9-carbonyl)benzoyl]amino]-1-hydroxy-ethyl]-7-(oxazol-5-ylmethoxy)-3,4-dihydro-1H-isoquinoline-2-carboxylate C(C)OC1=C(C(=O)NC[C@@H](O)[C@H]2N(CC3=CC(=CC=C3C2)OCC2=CN=CO2)C(=O)OC(C)(C)C)C=CC(=C1)C(=O)N1C2COCC1CCC2